(S)-3-(1-((5-bromo-4-methyl-3-oxo-3,4-dihydropyrazin-2-yl)amino)ethyl)-6-chloroquinolin-2(1H)-one BrC=1N(C(C(=NC1)N[C@@H](C)C=1C(NC2=CC=C(C=C2C1)Cl)=O)=O)C